NC1=NC=C(C=2C1=CN(N2)C2OCCCC2)NC(C(N2[C@H](CC[C@@H](C2)C)C2=CC=CC1=C2CCO1)=O)=O |r| N-(4-amino-2-tetrahydropyran-2-yl-pyrazolo[4,3-c]pyridin-7-yl)-2-oxo-2-[rac-(2R,5S)-2-(2,3-dihydrobenzofuran-4-yl)-5-methyl-1-piperidyl]acetamide